(4S)-Boc-amino-L-Proline methyl ester HCl salt Cl.COC([C@]1(N(CCC1)N)C(=O)OC(C)(C)C)=O